2-(2-((7-bromo-3-(trifluoromethyl)benzofuran-5-yl)methoxy)-5-fluorophenyl)acetic acid ethyl ester C(C)OC(CC1=C(C=CC(=C1)F)OCC=1C=C(C2=C(C(=CO2)C(F)(F)F)C1)Br)=O